FC(C(=O)O)(F)F.N1=CC=CC2=CC=CC=C12 quinoline, trifluoroacetate salt